IC1=CC=C(C=C1)N(C)C 4-iodo-1-dimethylaminobenzene